5-(4-((2R,5S)-5-(4-chlorobenzyl)-2-(1H-pyrazol-5-yl)morpholino)piperidin-1-yl)-4H-1,2,4-triazol-3-amine 2,2,2-trifluoroacetate FC(C(=O)O)(F)F.ClC1=CC=C(C[C@@H]2N(C[C@@H](OC2)C2=CC=NN2)C2CCN(CC2)C=2NC(=NN2)N)C=C1